2-(4-(((6-(Cyclopropyl(4-(trifluoromethyl)benzyl)amino)-5-fluoropyrimidin-4-yl)amino)methyl)-4-(4-methyl-4H-1,2,4-triazol-3-yl)piperidin-1-yl)acetamide C1(CC1)N(C1=C(C(=NC=N1)NCC1(CCN(CC1)CC(=O)N)C1=NN=CN1C)F)CC1=CC=C(C=C1)C(F)(F)F